OC1=C(C=2C(C(=C(OC2C(=C1O)O)C1=CC=C(O)C=C1)O)=O)O 6,8-dihydroxykaempferol